BrC=1C=C(C(=NC1)C=1C=NC(=C(C1)C)I)\C=C\C1=CC=CC=C1 (E)-5-bromo-6'-iodo-5'-methyl-3-styryl-2,3'-bipyridine